CC[NH2+][C@@H](C)CC1=CC(=CC=C1)C(F)(F)F.[Cl-] The molecule is the hydrochloride salt of (S)-fenfluramine. It stimulates the release of serotonin and selectively inhibits its reuptake, but unlike the racemate it does not possess catecholamine agonist activity. It was formerly given by mouth in the treatment of obesity, but, like the racemate, was withdrawn wolrdwide following reports of valvular heart defects. It has a role as a serotonin uptake inhibitor, a serotonergic agonist and an appetite depressant. It contains a (S)-fenfluramine.